9,9-dimethyl-3-phenyl-9H-fluorene-2-amine CC1(C2=CC=CC=C2C=2C=C(C(=CC12)N)C1=CC=CC=C1)C